C(C)(C)C=1C=C(C=CC1OCOC)C(C1=C(C=C(C=C1C)O)C)([2H])[2H] 4-((3-isopropyl-4-(methoxymethoxy)phenyl)methyl-d2)-3,5-dimethylphenol